[Si](C)(C)(C(C)(C)C)OC1CN(C1)C(=O)C1=C(C=C(C=N1)NC(=O)N1CC(C=2C=3N(N=CC21)C=C(N3)C)(C)C)Cl N-(6-(3-((tert-butyldimethylsilyl)oxy)azetidin-1-carbonyl)-5-chloropyridin-3-yl)-2,9,9-trimethyl-8,9-dihydro-7H-imidazo[1,2-b]pyrrolo[3,2-d]pyridazine-7-carboxamide